NC1(CCN(CC1)C=1C2=C(N=CN1)NC=C2)C(=O)NC(CCCN2CCCCC2)C2=CC=C(C=C2)Cl 4-amino-N-[1-(4-chlorophenyl)-4-piperidin-1-ylbutyl]-1-(7H-pyrrolo[2,3-d]pyrimidin-4-yl)piperidine-4-carboxamide